6-(2-(6-methylpyridin-2-yl)-4-(morpholinylmethyl)-1H-imidazol-1-yl)imidazo[1,2-a]pyridine-3-carboxamide CC1=CC=CC(=N1)C=1N(C=C(N1)CN1CCOCC1)C=1C=CC=2N(C1)C(=CN2)C(=O)N